[1,3-bis(2,4,6-trimethylphenyl)-2-imidazolidinylidene]-dichloro-(3-phenyl-1H-inden-1-ylidene)(pyridinyl)ruthenium (II) CC1=C(C(=CC(=C1)C)C)N1C(N(CC1)C1=C(C=C(C=C1C)C)C)=[Ru-5](C1=NC=CC=C1)(=C1C=C(C2=CC=CC=C12)C1=CC=CC=C1)(Cl)Cl